(2R)-2-(3-{5-chloro-2-[(oxacyclohex-4-yl)amino]pyrimidin-4-yl}-5-oxo-5H,6H,7H-pyrrolo[3,4-b]pyridin-6-yl)-N-[(1S)-2-hydroxy-1-(3-methoxyphenyl)ethyl]propionamide ClC=1C(=NC(=NC1)NC1CCOCC1)C=1C=C2C(=NC1)CN(C2=O)[C@@H](C(=O)N[C@H](CO)C2=CC(=CC=C2)OC)C